O1C(=NCC1)C1=CC=C(C=C1)C=1OCCN1 1,4-bis-(2-oxazolinyl)benzene